FC(C=1C=C(C=CC1)CN)(F)F (3-(trifluoromethyl)phenyl)methylamine